FC1=CC=C(C=C1)C1=NN2C(CNCC2)=C1C1=CC(=NC=C1)CC(C)O 1-{4-[2-(4-fluorophenyl)-4H,5H,6H,7H-pyrazolo[1,5-a]pyrazin-3-yl]pyridin-2-yl}propan-2-ol